1-Pyrrolidinesulfonyl chloride N1(CCCC1)S(=O)(=O)Cl